(S)-7-(4-(5-fluoro-2-((tetrahydro-2H-pyran-4-yl)oxy)phenyl)piperidin-1-yl)-2-(1,3,4-thiadiazol-2-yl)-5-oxa-2-azaspiro[3.4]octane FC=1C=CC(=C(C1)C1CCN(CC1)[C@@H]1COC2(CN(C2)C=2SC=NN2)C1)OC1CCOCC1